COC=1C=C(C=CC1OC)C=1NC2=CC=C(C=C2C1C(C)C)C(=O)N1CC2C(C1)CN(C2)C(CN(C(OC(C)(C)C)=O)C)=O tert-butyl (2-(5-(2-(3,4-dimethoxyphenyl)-3-isopropyl-1H-indole-5-carbonyl)hexahydropyrrolo[3,4-c]pyrrol-2(1H)-yl)-2-oxoethyl)(methyl)carbamate